N1=CN=CC2=C1C=CC=C2 benzo[e]pyrimidine